(3R,4R)-4-methyl-3-(methyl-(7H-pyrrolo[2,3-d]pyrimidin-4-yl)amino)piperidin-1-yl-3-oxopropionitrile citrate C(CC(O)(C(=O)O)CC(=O)O)(=O)O.C[C@H]1[C@H](CN(CC1)C(C#N)C=O)N(C=1C2=C(N=CN1)NC=C2)C